C(C)(C)(C)[Si](C)(C)OC(CC=C)C1=C(C=CC=C1)F tert-butyl-[1-(2-fluorophenyl)but-3-enoxy]-dimethyl-silane